N1C=NC2=C1C=CC(=C2)N2C(C1=CC=CC=C1C2C2=CC(=CC(=C2)F)F)=O 2-(1H-Benzo[d]imidazol-5-yl)-3-(3,5-difluorophenyl)isoindolin-1-on